diammonium ethylenebis-(dithiocarbamate) C(CNC([S-])=S)NC([S-])=S.[NH4+].[NH4+]